methyl 5-(thiophen-2-yl)-1,3,4-oxadiazole-2-carboxylate S1C(=CC=C1)C1=NN=C(O1)C(=O)OC